1,2,3-triazolo[1,5-b]pyridazine N1=NC=C2N1N=CC=C2